N-(4,4-difluorocyclohexyl)-3-methylpyrazin-2-amine FC1(CCC(CC1)NC1=NC=CN=C1C)F